dibenzyl-isatin C(C1=CC=CC=C1)C1=C2C(C(N(C2=CC=C1)CC1=CC=CC=C1)=O)=O